Cl.FC12CC(C1)(C2)CN (3-fluoro-bicyclo[1.1.1]pentan-1-yl)methylamine hydrochloride